C12(CC(C1)C2)CC#CC=2C=C(C=CC2)SC2=C(N=NN2)C(=O)O 5-(3-(3-(bicyclo[1.1.1]pentan-1-yl)prop-1-ynyl)phenylthio)-1H-1,2,3-triazole-4-carboxylic acid